[Si](C)(C)(C(C)(C)C)OC1=CC(=C(C=C1)N=C(N)C1=C(C=2N(N=C1)C=C(C2)C=2C=NC(=CC2C)OC)NC2CC(CCCC2)NC(OC(C)(C)C)=O)CC tert-butyl N-[3-[[3-[N'-[4-[tert-butyl(dimethyl)silyl]oxy-2-ethyl-phenyl]carbamimidoyl]-6-(6-methoxy-4-methyl-3-pyridyl)pyrrolo[1,2-b]pyridazin-4-yl]amino]cycloheptyl]carbamate